((3-(2-(2,6-dioxopiperidin-3-yl)-1-oxoisoindolin-4-yl)cyclopent-3-en-1-yl)methyl)picolinamide O=C1NC(CCC1N1C(C2=CC=CC(=C2C1)C=1CC(CC1)CC=1C(=NC=CC1)C(=O)N)=O)=O